(3,5-di-isopropylphenyl)(cyclopentyl)methylene(cyclopentadienyl)(2,7-di-tert-butylfluoren-9-yl)zirconium C(C)(C)C=1C=C(C=C(C1)C(C)C)C(=[Zr](C1C2=CC(=CC=C2C=2C=CC(=CC12)C(C)(C)C)C(C)(C)C)C1C=CC=C1)C1CCCC1